2-Ethyl-4-thiomorpholinecarboxaldehyde C(C)C1CN(CCS1)C=O